C(C)OC(C1=CN=CC(=C1)[N+](=O)[O-])=O 5-nitronicotinic acid ethyl ester